[1,5]diazocino[2',3':4,5]thieno[3,2-f]quinolin-8-one C1=CC=NC=2C=CC3=C(C12)C=1C(S3)C(N=CC=CN1)=O